1-(1,3-bis(palmitoyloxy) propan-2-yl) 10-(4-(hydroxymethyl) phenyl) sebacate C(CCCCCCCCC(=O)OC1=CC=C(C=C1)CO)(=O)OC(COC(CCCCCCCCCCCCCCC)=O)COC(CCCCCCCCCCCCCCC)=O